2-chloro-4-(methylsulfonyl)-3-(propylthio)benzoic acid ClC1=C(C(=O)O)C=CC(=C1SCCC)S(=O)(=O)C